1,3-dichloro-tetramethyl-disiloxane Cl[Si](O[Si](Cl)(C)C)(C)C